4-(5-(4-chlorobenzyl)-8-isopropyl-6,9-dioxo-2,5,8-triazaspiro[3.5]nonan-2-yl)picolinic acid ClC1=CC=C(CN2C3(CN(C3)C3=CC(=NC=C3)C(=O)O)C(N(CC2=O)C(C)C)=O)C=C1